CN1CCC(CC1)NC1=CC=C2CCN(CC2=C1)C(=O)OC(C)(C)C tert-butyl 7-[(1-methyl-4-piperidyl)amino]-3,4-dihydro-1H-isoquinoline-2-carboxylate